ClC=1C=C2C(OCC3=CC(=NC=C3C3=CC=C(C(NS(C(C1OC)=C2)(=O)=O)=C3)Cl)OC)=O 13,19-dichloro-5,14-dimethoxy-16,16-dioxo-9-oxa-16λ6-thia-4,17-diazatetracyclo[16.3.1.111,15.02,7]tricosa-1(21),2,4,6,11,13,15(23),18(22),19-nonaen-10-one